N(=C=O)C=1C(=CC(=NC1C(C)C)OCCN(C(OC(C)(C)C)=O)C)C(C)C tert-butyl (2-((5-isocyanato-4,6-diisopropylpyridin-2-yl)oxy)ethyl)(methyl)carbamate